[Na].O=C1C(NCCN1)=O diketopiperazine, Sodium salt